Cl.N1C=NC=C1 Imidazole hydrochloride